4-[4-(4-chlorophenyl)-4-hydroxy-1-piperidyl]-1-(4-fluorophenyl)-butan-1-one ClC1=CC=C(C=C1)C1(CCN(CC1)CCCC(=O)C1=CC=C(C=C1)F)O